[Se].C(C=1C(C(=O)O)=CC=CC1)(=O)N phthalic amide selenium